(E)-2,4-difluoro-N-(2-methoxy-5-(4-(4-(4-oxopent-2-enoyl)piperazin-1-yl)pyrido[3,4-d]pyrimidin-6-yl)pyridin-3-yl)benzenesulfonamide FC1=C(C=CC(=C1)F)S(=O)(=O)NC=1C(=NC=C(C1)C1=CC2=C(N=CN=C2N2CCN(CC2)C(\C=C\C(C)=O)=O)C=N1)OC